2-ethyl-4-methoxy-3,5,6-trifluorobenzyl (1R)-trans-3-(2-methyl-1-propenyl)-2,2-dimethylcyclopropanecarboxylate CC(=C[C@H]1C([C@@H]1C(=O)OCC1=C(C(=C(C(=C1F)F)OC)F)CC)(C)C)C